(2S)-2-amino-3-{5-oxo-4h,6h,7h-[1,2,4]triazolo[1,5-a]pyrimidin-6-yl}propionamide hydrochloride Cl.N[C@H](C(=O)N)CC1C(NC=2N(C1)N=CN2)=O